FC1=CC=C(C=C1)S(=O)(=O)CC1(C(C(N(C1)C1=CC=CC=C1)=O)=C)C 4-(((4-fluorophenyl)sulfonyl)methyl)-4-methyl-3-methylene-1-phenylpyrrolidin-2-one